4-(4-fluoro-3-(3-methyl-4-(2-oxo-2-phenylethyl)piperazine-1-carbonyl)benzyl)phthalazin-1(2H)-one FC1=C(C=C(CC2=NNC(C3=CC=CC=C23)=O)C=C1)C(=O)N1CC(N(CC1)CC(C1=CC=CC=C1)=O)C